4-(8-(3-acrylamidophenyl)quinazolin-6-yl)-2-methoxy-N-(4-(trifluoromethyl)pyridin-2-yl)benzamide C(C=C)(=O)NC=1C=C(C=CC1)C=1C=C(C=C2C=NC=NC12)C1=CC(=C(C(=O)NC2=NC=CC(=C2)C(F)(F)F)C=C1)OC